N1(CCCCCC1)C=1N=C(C2=C(C=NNC2=O)N1)NC1=CC=C(C=C1)CN1CCN(CC1)C 2-(azepan-1-yl)-4-((4-((4-methylpiperazin-1-yl)methyl)phenyl)amino)pyrimido[4,5-d]pyridazin-5(6H)-one